CC=1SC(=C(N1)OC1CCC(CC1)NC1COCC1)C(=O)N 2-methyl-4-(((15S)-4-((tetrahydrofuran-3-yl)amino)cyclohexyl)oxy)thiazole-5-carboxamide